FC1=C(C(=C(C(=C1F)CNC)F)F)S(=O)(=O)N 2,3,5,6-tetrafluoro-4-((methylamino)methyl)benzenesulfonamide